(R)-3-fluoro-4-(2-hydroxypropan-2-yl)-N'-((2,4,5,6-tetrahydro-1H-cyclobuta[f]inden-3-yl)carbamoyl)thiophene-2-sulfonimidamide FC1=C(SC=C1C(C)(C)O)[S@@](=O)(N)=NC(NC1=C2C(=CC=3CCCC13)CC2)=O